FC1=C(C2=CC=CC(=C2C=C1)C1=CC2=C(N=C(N=C2)N[C@@H]2CNCCC2)N(C1=O)C)NS(=O)(=O)CC1=CC=CC=C1 (S)-N-(2-fluoro-5-(8-methyl-7-oxo-2-(piperidin-3-ylamino)-7,8-dihydropyrido[2,3-d]pyrimidin-6-yl)naphthalen-1-yl)-1-phenylmethanesulfonamide